COC(C1=C(C=CC(=C1)Br)N(C(C(C1=CC=CC=C1)C1=CC=CC=C1)=O)C)=O 5-bromo-2-(N-methyl-2,2-diphenylacetamido)benzoic acid methyl ester